CNC1=CC=C(C=O)C=C1 4-(methylamino)benzaldehyde